5-((3-(methoxymethyl)-1-phenyl-1H-indazol-6-yl)methyl)-1,2,4-oxadiazol-3-amine COCC1=NN(C2=CC(=CC=C12)CC1=NC(=NO1)N)C1=CC=CC=C1